chloro-6-(4-fluorophenyl)pyrimidin-2-amine ClC1=NC(=NC(=C1)C1=CC=C(C=C1)F)N